3-chloro-6-(3-chloro-2-fluorophenyl)-2-(pyrazin-2-yl-methyl)-2,4,5,6-tetrahydro-7H-pyrazolo[3,4-c]pyridin-7-one ClC=1N(N=C2C(N(CCC21)C2=C(C(=CC=C2)Cl)F)=O)CC2=NC=CN=C2